(1R,2S,5R)-1-amino-2-((2-aminoacetamido)methyl)-5-(2-boronoethyl)cyclohexane-1-carboxylic acid N[C@]1([C@@H](CC[C@H](C1)CCB(O)O)CNC(CN)=O)C(=O)O